ethylimidazole perfluoroheptanesulfonic acid salt FC(C(C(C(C(C(C(F)(F)F)(F)F)(F)F)(F)F)(F)F)(F)F)(S(=O)(=O)O)F.C(C)C=1NC=CN1